nicotinic acid, ammonium salt [NH4+].C(C1=CN=CC=C1)(=O)[O-]